C(C1=CC=CC=C1)(=O)O[C@H]1[C@H]([C@@H](N(C1)C(=O)OC(C)(C)C)CO[Si](C1=CC=CC=C1)(C1=CC=CC=C1)C(C)(C)C)O Tert-butyl (2S,3S,4R)-4-(benzoyloxy)-2-((tert-butyldiphenylsiloxy) methyl)-3-hydroxypyrrolidine-1-carboxylate